6-(Thiophen-2-yl)dipyrido[1,2-a:2',1'-c]pyrazine-5,8-diium bis(hexafluorophosphate) F[P-](F)(F)(F)(F)F.F[P-](F)(F)(F)(F)F.S1C(=CC=C1)C1=C[N+]2=C(C3=[N+]1C=CC=C3)C=CC=C2